N1(CCNCC1)C=1C=CC2=C(C=C(O2)C(=O)N)C1 5-(1-piperazinyl)-benzofuran-2-carboxamide